BrC=1C(N(C(NC1N[C@H]1CCCC2=CC=CC=C12)=O)C(C)C)=O (S)-5-bromo-3-isopropyl-6-((1,2,3,4-tetrahydro-1-naphthyl)amino)pyrimidine-2,4(1H,3H)-dione